FC(S(=O)(=O)OCCCCCCCCCCCCCCCC)(F)F hexadecyl trifluoromethanesulfonate